C(C)(=O)NCCC1=CNC2=CC=CC(=C12)OC(CCCCC(=O)O)=O 6-((3-(2-acetamidoethyl)-1H-indol-4-yl)oxy)-6-oxohexanoic acid